butyl (R)-(1-(2-(5-(difluoromethyl)-3-(3-(1-phenylcyclopropyl)-1,2,4-oxadiazol-5-yl)-1H-pyrazol-1-yl)acetyl)pyrrolidin-3-yl)carbamate FC(C1=CC(=NN1CC(=O)N1C[C@@H](CC1)NC(OCCCC)=O)C1=NC(=NO1)C1(CC1)C1=CC=CC=C1)F